COC(=O)C1(CCC(CC1)C1=NC(=CC(=N1)O)C)OC.ClC=1C(=CC=C2N=CC=NC12)OC1=CC2=C(N=C(N2)C)C=C1 8-chloro-7-[(2-methyl-3H-benzimidazol-5-yl)oxy]Quinoxaline methyl-4-(4-hydroxy-6-methylpyrimidin-2-yl)-1-methoxycyclohexane-1-carboxylate